N1(CCCCCC1)C=1N=C(C2=C(C=NNC2=O)N1)NC1=CC=C(C=C1)N1CCC(CC1)CO 2-(azepan-1-yl)-4-((4-(4-(hydroxymethyl)piperidin-1-yl)phenyl)amino)pyrimido[4,5-d]pyridazin-5(6H)-one